naphtho[2,1-b][1,4]oxazin N=1C2=C(OCC1)C=CC1=CC=CC=C12